S(=O)(=O)(ON1[C@@H]2CC[C@H](N(C1=O)C2)C(NS(=O)(=O)C2=NOC=N2)=N)O (2S,5R)-2-(N-((1,2,4-oxadiazol-3-yl) sulfonyl) carbamimidoyl)-7-oxo-1,6-diazabicyclo[3.2.1]octan-6-yl hydrogen sulfate